tert-butyl 2-(3-trimethylsilyl prop-2-ynyl)-5-oxo-2,8-diazaspiro[3.5]nonane-8-carboxylate C[Si](C#CCN1CC2(C1)C(CCN(C2)C(=O)OC(C)(C)C)=O)(C)C